BrC1=CC=C2C(=NC(=NC2=C1)C1=CC(=CC=C1)C(F)(F)F)C 7-bromo-4-methyl-2-[3-(trifluoromethyl)phenyl]quinazoline